The molecule is the stable isotope of rubidium with relative atomic mass 86.909184, 27.9 atom percent natural abundance and nuclear spin 3/2. [87Rb]